2-[4-[8-(2,3-dihydrofuran-5-yl)-4-[(1,3-dioxoisoindolin-2-yl)methyl]-1-oxo-2H-phthalazin-6-yl]-2-methyl-pyrazol-3-yl]benzothiophene-3-carbonitrile O1CCC=C1C=1C=C(C=C2C(=NNC(C12)=O)CN1C(C2=CC=CC=C2C1=O)=O)C1=C(N(N=C1)C)C=1SC2=C(C1C#N)C=CC=C2